(1S,2S,3R,5R)-3-((5-chloro-4-(4-fluoro-2-(2-hydroxypropan-2-yl)-1-isopropyl-1H-benzo[d]imidazol-6-yl)pyrimidin-2-yl-6-d)amino)-8-oxabicyclo[3.2.1]octan-2-ol ClC=1C(=NC(=NC1[2H])N[C@H]1[C@@H]([C@@H]2CC[C@H](C1)O2)O)C=2C=C(C1=C(N(C(=N1)C(C)(C)O)C(C)C)C2)F